N1=CC=NC2=C1C1=CC=CC=C1C=1C=CC=CC21 pyrazino-phenanthrene